BrC1=CC2=CN(N=C2C=C1OC(C)C)C12COC(C1)(C2)C 5-bromo-6-isopropoxy-2-(1-methyl-2-oxabicyclo[2.1.1]hexan-4-yl)-2H-indazole